CC1=CN=CN1COCC[Si](C)(C)C 5-methyl-1-[[2-(trimethylsilyl)ethoxy]methyl]imidazole